N-(4-(4-amino-7-(1-methyl-1H-pyrazol-3-yl)pyrrolo[2,1-f][1,2,4]triazin-5-yl)-2-methoxyphenyl)-N,5-dimethyloxazol-2-amine NC1=NC=NN2C1=C(C=C2C2=NN(C=C2)C)C2=CC(=C(C=C2)N(C=2OC(=CN2)C)C)OC